CC1=NC(=CC(=C1)C=1C(=NNC1)C1=CC(=C(C=C1)CN)OCC1=CC=C(C=C1)F)C (4-(4-(2,6-dimethylpyridin-4-yl)-1H-pyrazol-3-yl)-2-((4-fluorobenzyl)oxy)phenyl)methanamine